C(N)(OC(C)(C)C=1N=C(SC1)C1=CC=C(C=C1)F)=O (2-(2-(4-fluorophenyl) thiazol-4-yl) propan-2-yl) carbamate